2-(6-chloro-4-(2,5-dichlorophenoxy)-1H-indol-1-yl)acetic acid ClC1=CC(=C2C=CN(C2=C1)CC(=O)O)OC1=C(C=CC(=C1)Cl)Cl